N-(2-(5,6-difluoro-1H-indol-3-yl)ethyl)-N-ethylpropane-2-amine FC=1C=C2C(=CNC2=CC1F)CCN(C(C)C)CC